Cl.CS(=O)(=O)C=1C=C2C=CC(=CC2=CC1)C(=O)C1CNCCC1 (6-(methylsulfonyl)naphthalen-2-yl)(piperidin-3-yl)methanone hydrochloride